3-fluoro-5-((1S,2S)-2-(4,4,5,5-tetramethyl-1,3,2-dioxaborolan-2-yl)cyclopropyl)pyridine FC=1C=NC=C(C1)[C@@H]1[C@H](C1)B1OC(C(O1)(C)C)(C)C